FC(C1=C(C=C2CCCN(C2=C1)C=1C=C2C(=CN(C2=C(C1)C(=C)C)COCC[Si](C)(C)C)C(=O)OC)C=1C=NN(C1)C)F methyl 5-(7-(difluoromethyl)-6-(1-methyl-1H-pyrazol-4-yl)-3,4-dihydroquinolin-1(2H)-yl)-7-(prop-1-en-2-yl)-1-((2-(trimethylsilyl) ethoxy) methyl)-1H-indole-3-carboxylate